(4-(3-cyano-4-hydroxy-5-iodopyridin-2-yl)-3-methylbenzyl)-5-fluoro-2-methoxybenzamide C(#N)C=1C(=NC=C(C1O)I)C1=C(C=C(CC=2C(=C(C(=O)N)C=C(C2)F)OC)C=C1)C